trans-[4-[(8-fluoro-2-methyl-[1,2,4]triazolo[1,5-a]pyridin-6-yl)methyl]cyclohexyl]-[(3S)-3-(5-methylpyridin-3-yl)-1,2-oxazolidin-2-yl]methanone FC=1C=2N(C=C(C1)C[C@@H]1CC[C@H](CC1)C(=O)N1OCC[C@H]1C=1C=NC=C(C1)C)N=C(N2)C